OC(C(=O)C=1SC=CC1)C=1SC=CC1 2-hydroxy-1,2-di(2-thienyl)ethane-1-one